3-(4-benzofuran-2-yl-phenyl)-9-(4-benzoxazol-2-yl-phenyl)-9H-carbazole O1C(=CC2=C1C=CC=C2)C2=CC=C(C=C2)C=2C=CC=1N(C3=CC=CC=C3C1C2)C2=CC=C(C=C2)C=2OC1=C(N2)C=CC=C1